N-methyl-N-(4-oxobutyl)carbamic acid tert-butyl ester C(C)(C)(C)OC(N(CCCC=O)C)=O